ClC1=CC2=C(N=N1)N(CC2)[C@@H]2[C@@H](C(NC(C2)(C)C)(C)C)F 3-chloro-7-((3S,4S)-3-fluoro-2,2,6,6-tetramethylpiperidin-4-yl)-6,7-dihydro-5H-pyrrolo[2,3-c]pyridazine